CN1C2=C(C3=C1C(N(N=C3)CC3=CC(=CC=C3)S(=O)(=O)C)=O)CCN(C2)S(=O)(=O)C 5-methyl-7-(methylsulfonyl)-3-(3-(methylsulfonyl)benzyl)-3,5,6,7,8,9-hexahydro-4H-pyrido[4',3':4,5]pyrrolo[2,3-d]pyridazin-4-one